(2s,5r)-6-(allyloxy)-3-methyl-7-oxo-N-(pyrazin-2-ylmethyl)-1,6-diazabicyclo[3.2.1]oct-3-ene-2-carboxamide C(C=C)ON1[C@@H]2C=C([C@H](N(C1=O)C2)C(=O)NCC2=NC=CN=C2)C